N(=NC(C#N)(CC(C)C)C)C(C#N)(CC(C)C)C 2,2'-azodi-(2,4-dimethylvaleronitrile)